OCCN(CCCN(CCCCCCC(=O)[O-])CCCCCCC(=O)OCCCCCCCCCCCCCCCCCCCCCCCC)CCCCCCC(OCCCCCCCCCCCCCC)=C=O tetracosyl 7,7'-((3-((2-hydroxyethyl)(7-carbonyl-7-(tetradecyloxy)heptyl)amino)propyl)azanediyl)diheptanoate